amino-phthalate NC1=C(C(C(=O)[O-])=CC=C1)C(=O)[O-]